tert-butyl N-(2-sulfanylethyl)carbamate SCCNC(OC(C)(C)C)=O